C1(CC1)C=1C=C(OC2=C(C(N(N=C2)C)=O)C2=NOC[C@H](N2)CC2=CC(=C(C=C2)C)C)C=CC1 |r| 5-(3-cyclopropylphenoxy)-4-[(5RS)-5-(3,4-dimethylbenzyl)-5,6-dihydro-4H-1,2,4-oxadiazin-3-yl]-2-methylpyridazin-3(2H)-one